tert-Butyl (R)-cyclopropyl(1-(5-((2-(difluoromethyl)-8-fluoroimidazo[1,2-a]pyridin-6-yl)carbamoyl)pyrazin-2-yl)pyrrolidin-3-yl)carbamate C1(CC1)N(C(OC(C)(C)C)=O)[C@H]1CN(CC1)C1=NC=C(N=C1)C(NC=1C=C(C=2N(C1)C=C(N2)C(F)F)F)=O